tert-butyl N-[2-[2-methoxy-4-(4,4,5,5-tetramethyl-1,3,2-dioxaborolan-2-yl)phenyl]ethyl]-N-[[(2S)-5-oxopyrrolidin-2-yl]methyl]carbamate COC1=C(C=CC(=C1)B1OC(C(O1)(C)C)(C)C)CCN(C(OC(C)(C)C)=O)C[C@H]1NC(CC1)=O